3-(7-(2-Oxo-2-((tetrahydro-2H-pyran-4-yl)amino)ethoxy)naphthalen-2-yl)propanoic acid O=C(COC1=CC=C2C=CC(=CC2=C1)CCC(=O)O)NC1CCOCC1